4-methyl-2-[[3-(4-pyridyl)-1H-indazol-5-yl]amino]benzonitrile CC1=CC(=C(C#N)C=C1)NC=1C=C2C(=NNC2=CC1)C1=CC=NC=C1